NC1=NN2C(C=C(C=C2)C=2C=C(C(=NC2C)OC)C(=O)NCC2=CC(=CC=C2)OC(F)(F)F)=N1 5-{2-amino-[1,2,4]triazolo-[1,5-a]pyridin-7-yl}-2-methoxy-6-methyl-N-{[3-(trifluoromethoxy)phenyl]-methyl}pyridine-3-carboxamide